F[C@@H]1CNCC[C@H]1CNC(OC(C)(C)C)=O tert-butyl ((trans-3-fluoropiperidin-4-yl)methyl)carbamate